ClC=1C(=NC(=C(C1)Cl)Cl)C(=O)[O-] 3,5,6-trichloropicolinate